2-(4-((4-(3-chloro-5-(trifluoromethyl)pyridin-2-yl)piperazin-1-yl)methyl)-2,6-dimethylphenoxy)-2-methylpropanoic acid ClC=1C(=NC=C(C1)C(F)(F)F)N1CCN(CC1)CC1=CC(=C(OC(C(=O)O)(C)C)C(=C1)C)C